C(C)(=O)NC1=CC(=C(C(=O)OC)C=C1Cl)OC methyl 4-acetamido-5-chloro-2-methoxybenzoate